5-(Chlorophenyl)-N-(2-amino-2-oxo-1-methylethyl)-3-hydroxylpyridin-2-yl-amide ClC1=C(C=CC=C1)C=1C=C(C(=NC1)[N-]C(C(=O)N)C)O